COCC1=NOC(=N1)C1CCN(CC1)C(CC1=NON=C1C)=O 1-(4-(3-(methoxymethyl)-1,2,4-oxadiazol-5-yl)piperidin-1-yl)-2-(4-methyl-1,2,5-oxadiazol-3-yl)ethan-1-one